CC1=NC=C(C(=O)NCC2=CC=C(C=C2)NC(OCC2=CN=CS2)=O)C=C1 thiazol-5-ylmethyl (4-((6-methylnicotinamido)meth-yl)phenyl)carbamate